N[C@@H](C(=O)N[C@@H](C(=O)NCCCCCC(=O)C1NCCC(C1)C(=O)O)CC#CC)CC1=CC=CC=C1 2-[[(2R)-2-[[(2R)-2-amino-3-phenyl-propionyl]amino]hex-4-ynoylamino]hexanoyl]piperidine-4-carboxylic acid